4-(1-bromoethyl)-6-chloro-5-fluoropyrimidine BrC(C)C1=NC=NC(=C1F)Cl